methyl-3-((3-(2-(2-(methylamino)propanamido)ethyl)phenyl)amino)pyrazine-2-carboxamide CC=1N=C(C(=NC1)C(=O)N)NC1=CC(=CC=C1)CCNC(C(C)NC)=O